(4-((piperidin-4-ylmethoxy-d2)methyl)piperidin-1-yl)methanone N1CCC(CC1)C(OCC1CCN(CC1)C=O)([2H])[2H]